(3,5-di-tert-butyl-4-hydroxyphenylmethyl)-2,4,6-trimethylbenzene C(C)(C)(C)C=1C=C(C=C(C1O)C(C)(C)C)CC1=C(C=C(C=C1C)C)C